4-Amino-3-(dimethylphosphoryl)benzoic acid NC1=C(C=C(C(=O)O)C=C1)P(=O)(C)C